FC1=C(C=CC=C1C[C@@H]1N(CC2(CC2)[C@@H]1NS(=O)(=O)C)C(=O)N(C)[C@@H](COC)C)C1=CC=CC=C1 (6S,7S)-6-((2-fluoro-[1,1'-biphenyl]-3-yl)methyl)-N-((R)-1-methoxypropan-2-yl)-N-methyl-7-(methylsulfonamido)-5-azaspiro[2.4]heptane-5-carboxamide